ethyl-paraben (ethyl p-hydroxybenzoate) C(C)C1=C(C(=O)O)C=CC(=C1)O.C(C)OC(=O)C1=CC=C(O)C=C1